2,2-bis[4-(2-hydroxyethoxy)-phenyl]propane diethyl-2-(dimethylaminomethylene)-3-oxosuccinate C(C)OC(C(C(C(=O)OCC)=O)=CN(C)C)=O.OCCOC1=CC=C(C=C1)C(C)(C)C1=CC=C(C=C1)OCCO